6-(5-(3-(dimethylamino)propyl)-2,3,4-trifluorophenethyl)-4-methylpyridin-2-amine CN(CCCC=1C(=C(C(=C(CCC2=CC(=CC(=N2)N)C)C1)F)F)F)C